C(C)(=O)O[C@@H]1[C@H](O[C@@H]([C@H]([C@H]1OC(C)=O)OC(C)=O)OC=1C=C2C=CC(=NC2=CC1)NC(CCCC#C)=O)CCP(O)(O)=O (2-((2R,3R,4S,5S,6R)-3,4,5-triacetoxy-6-((2-(hex-5-ynamido)quinolin-6-yl)oxy)tetrahydro-2H-pyran-2-yl)ethyl)phosphonic acid